tert-butyl (6-(3-(4-(hydroxymethyl)benzyl)ureido)spiro[3.3]heptan-2-yl)carbamate OCC1=CC=C(CNC(NC2CC3(CC(C3)NC(OC(C)(C)C)=O)C2)=O)C=C1